(1S,13'S)-6-CHLORO-9'-METHYL-10'-OXO-3,4-DIHYDRO-2H-SPIRO[NAPHTHALENE-1,20'-[18]OXA[1,9]DIAZATRICYCLO[12.7.2.017,22]TRICOSA[6,14,16,22]TETRAENE]-13'-CARBOXYLIC ACID ClC=1C=C2CCC[C@]3(COC4=CC=C5[C@H](CCC(N(CC=CCCCCN(C3)C4=C5)C)=O)C(=O)O)C2=CC1